C(C)N1N=C(C=C1C1=NC(=CC=C1C(C)=O)N1C=NC2=C1C=CC(=C2)NC=2N=NC(=CC2)C)C(F)(F)F 1-[2-[2-ethyl-5-(trifluoromethyl)pyrazol-3-yl]-6-[5-[(6-methylpyridazin-3-yl)amino]benzimidazol-1-yl]-3-pyridyl]ethanone